FC1=CC=C(OC=2C=C3C(NC(NC3=C(C2)C2=CC=CC=C2)=O)=O)C=C1 6-(4-fluorophenoxy)-8-phenylquinazoline-2,4(1H,3H)-dione